C(C)(C)(C)OOC(C)(C)C1=CC=CC=C1 t-butyl-α-cumyl peroxide